NC=1C=C(OC=2C=C(C=CC2)OC2=CC(=CC=C2)OC2=CC(=CC=C2)N)C=CC1 bis[3-(3-aminophenoxy)phenyl] ether